(S,E)-tert-Butyl 3-(6-(tert-butoxy) pyridin-3-yl)-3-((2,2-dimethoxyethylidene)amino)propanoate C(C)(C)(C)OC1=CC=C(C=N1)[C@H](CC(=O)OC(C)(C)C)/N=C/C(OC)OC